(M)-2-[4-[6,7-Dichloro-1-(2-isopropyl-4-methyl-3-pyridyl)-2-oxo-pyrido[2,3-d]pyrimidin-4-yl]-1-prop-2-enoyl-piperazin-2-yl]acetonitrile ClC1=CC2=C(N(C(N=C2N2CC(N(CC2)C(C=C)=O)CC#N)=O)C=2C(=NC=CC2C)C(C)C)N=C1Cl